C(C)(C)[C@@H]1N=C(OC1)C1=NC(=CC=C1)C=1OC[C@@H](N1)C(C)C |o1:3,17| (S,S) or (R,R)-2,6-bis(4-isopropyl-2-oxazoline-2-yl)pyridine